(R)-N-(4-(4-(4-oxa-7-azaspiro[2.5]oct-7-yl)-7H-pyrrolo[2,3-d]pyrimidin-6-yl)phenyl)-4-((3-acrylamidopiperidin-1-yl)methyl)pyridine-2-carboxamide C1CC12OCCN(C2)C=2C1=C(N=CN2)NC(=C1)C1=CC=C(C=C1)NC(=O)C1=NC=CC(=C1)CN1C[C@@H](CCC1)NC(C=C)=O